(S)-1-(4,5-dimethylthiazol-2-yl)ethan-1-amine CC=1N=C(SC1C)[C@H](C)N